1,2-diethyl-3-methyl-cyclohexane C(C)C1C(C(CCC1)C)CC